perfluoro-1-heptanesulfonic acid FC(C(C(C(C(C(C(F)(F)F)(F)F)(F)F)(F)F)(F)F)(F)F)(S(=O)(=O)O)F